N1(N=CC=C1)C[C@@H]1C[C@H](CN1C#N)NC(=O)C=1OC=C(N1)C1=CC(=CC=C1)C(F)(F)F N-((3R,5S)-5-((1H-Pyrazol-1-yl)methyl)-1-cyanopyrrolidin-3-yl)(3-(trifluoromethyl)phenyl)oxazole-2-carboxamide